N2-(4-aminocyclohexyl)-9-isopropyl-N6-(4-(pyridin-2-yl)benzyl)-9H-purine-2,6-diamine NC1CCC(CC1)NC1=NC(=C2N=CN(C2=N1)C(C)C)NCC1=CC=C(C=C1)C1=NC=CC=C1